O1CC2(CC=C1)OCC=1C2=NC=CC1 5H-spiro[furo[3,4-b]pyridin-7,3'-pyran]